COC1=C(NC(=O)OC(C)(C)C)C=CC=C1 2-methoxy-N-Bocaniline